N-methyl-6-(morpholin-4-yl)pyridin-2-amine CNC1=NC(=CC=C1)N1CCOCC1